CN(C1=C(C(N(N=C1)CC1=CC=C(C=C1)OC)=O)C(C(F)(F)F)O)C 5-(dimethylamino)-2-(4-methoxybenzyl)-4-(2,2,2-trifluoro-1-hydroxyethyl)pyridazin-3-one